CN1N=C(C(=C1)CC1CC2(CNC2)C1)C(F)(F)F 6-[[1-methyl-3-(trifluoromethyl)-pyrazol-4-yl]meth-yl]-2-azaspiro[3.3]-heptane